(1S,3R)-3-((benzyloxy)carbonyl)-2,2-dimethylcyclobutane-1-carboxylic acid C(C1=CC=CC=C1)OC(=O)[C@H]1C([C@H](C1)C(=O)O)(C)C